NC=1C(=C2N(C=C(N3C2=NN=C3)C)C1C(=O)N)C1=C(C(=CC=C1C)OC)C 9-amino-10-(3-methoxy-2,6-dimethylphenyl)-5-methylpyrrolo[1,2-a][1,2,4]triazolo[3,4-c]pyrazine-8-carboxamide